N-[4-(4-amino-2-butylimidazo[4,5-c]quinolin-1-yl)oxybutyl]octadecanamide NC1=NC=2C=CC=CC2C2=C1N=C(N2OCCCCNC(CCCCCCCCCCCCCCCCC)=O)CCCC